COC(CC[C@@H](C)[C@H]1CC[C@H]2[C@@H]3[C@@H]([C@@H]([C@@H]4C[C@H]([C@H](C[C@]4(C)[C@H]3CC[C@]12C)F)O)CC)O)=O Methyl-2β-fluoro-3β,7α-dihydroxyl-6α-ethyl-5β-cholan-24-oate